C(C)OCC=1C(=CC=CC1)CO xylylene glycol monoethyl ether